C(C=C)N1C(NCC1)=O allyl-imidazolidinone